CC(C)N1N=NC2=C1C=CC(=C2)C2=NC(=NO2)C2=CC=NC=C2 1-(propan-2-yl)-5-[3-(pyridin-4-yl)-1,2,4-oxadiazol-5-yl]-1H-1,2,3-benzotriazole